1-(2-fluoroethyl)-1H-indol-5-amine FCCN1C=CC2=CC(=CC=C12)N